BrC=1C=C2C(=NC(=NC2=CC1)F)F 6-bromo-2,4-difluoroquinazoline